4-Dimethylaminobutanoic acid HCl salt Cl.CN(CCCC(=O)O)C